3-(3,3-difluoroazetidin-1-yl)-6,12-dihydro-7H-chromeno[4,3-b]quinolin-7-one FC1(CN(C1)C1=CC=C2C(=C1)OCC1=C2NC2=CC=CC=C2C1=O)F